FC1=C(C=C(C(=C1)F)F)C1C(CC=2C(=C3C=CNC3=CC2)O1)[N+](=O)[O-] 2-(2,4,5-trifluorophenyl)-3-nitro-2,3,4,7-tetrahydropyrano[2,3-e]indole